FC=1C=C(CN2C3=C(C(=C(CC2=O)C(=O)OC)O)C=CC=C3)C=C(C1)F Methyl 1-(3,5-difluorobenzyl)-5-hydroxy-2-oxo-2,3-dihydro-1H-benzo[b]azepine-4-carboxylate